3-(bromomethyl)-1H-pyrazole-5-carboxylic acid BrCC1=NNC(=C1)C(=O)O